(S)-5-(2'-Methoxy-4'-trifluoromethyl-3,4,5,6-tetrahydro-2H-[1,3']bipyridinyl-4-yl)-2,4-dimethyl-7-(2-trifluoromethylbenzyl)-2,4,5,7-tetrahydro-pyrazolo[3,4-d]pyrimidin-6-one COC1=NC=CC(=C1N1CCC(CC1)N1C(N(C=2C([C@@H]1C)=CN(N2)C)CC2=C(C=CC=C2)C(F)(F)F)=O)C(F)(F)F